6-amino-5-nitro-4-(α-D-ribofuranosylamino)-pyrimidine NC1=C(C(=NC=N1)N[C@@H]1[C@H](O)[C@H](O)[C@H](O1)CO)[N+](=O)[O-]